CN1C(=NN=C1)[C@H](C=1C=C(C=CC1)N1C(C2=CC(=CC(=C2C1)C(F)(F)F)[C@@H](CC)NC1(CCC1)C)=O)C1COC1 2-(3-((S)-(4-methyl-4H-1,2,4-triazol-3-yl)(oxetan-3-yl)methyl)phenyl)-6-((R)-1-((1-methylcyclobutyl)amino)propyl)-4-(trifluoromethyl)isoindolin-1-one